COC(=O)C=1C=CC2=C(N(C(=N2)CN2CCC(CC2)C2=CC=CC=3OCC(OC32)C3=C(C=C(C=C3)C(F)F)F)C[C@H]3OCC3)C1 2-((4-(3-(4-(difluoromethyl)-2-fluorophenyl)-2,3-Dihydrobenzo[b][1,4]dioxin-5-yl)piperidin-1-yl)methyl)-1-(((S)-oxetan-2-yl)methyl)-1H-benzo[d]imidazole-6-carboxylic acid methyl ester